1-Methyl-2-(6-trifluoromethyl-benzothiazol-2-ylamino)-1H-benzoimidazole-5-carboxylic acid (2-morpholin-4-yl-ethyl)-amide N1(CCOCC1)CCNC(=O)C1=CC2=C(N(C(=N2)NC=2SC3=C(N2)C=CC(=C3)C(F)(F)F)C)C=C1